Tert-butyl N-[(5S,8S,10aR)-8-[[(1S)-3-carbamoyl-1-(pyridin-2-yl)propyl]carbamoyl]-6-oxo-octahydro-1H-pyrrolo[1,2-a][1,5]diazocin-5-yl]carbamate C(N)(=O)CC[C@@H](C1=NC=CC=C1)NC(=O)[C@@H]1CC[C@H]2N1C([C@H](CNCC2)NC(OC(C)(C)C)=O)=O